C(C1=CC=CC=C1)N1CC=2N=C(N=C(C2CC1)C1=CC2CCC(C1)N2C(=O)[O-])Cl 3-(7-benzyl-2-chloro-5,6,7,8-tetrahydropyrido[3,4-d]pyrimidin-4-yl)-8-azabicyclo[3.2.1]octane-2-ene-8-carboxylate